C(C)C(C(=O)O)=C 2-ETHYLACRYLIC ACID